N(=[N+]=[N-])CCCCC1CN(CCC1)C(=O)OC(C)(C)C Tert-butyl 3-(4-azidobutyl)piperidine-1-carboxylate